FC(C=1C=CC(=C(C=O)C1)C=1C=NC(=NC1)C(F)(F)F)(F)F 5-(trifluoromethyl)-2-(2-(trifluoromethyl)pyrimidine-5-yl)benzaldehyde